2,2-dimethyl-6-[3-(pyridin-3-yl)-1,2,4-oxadiazol-5-yl]-3,4-dihydro-2H-1-benzopyran-4-one CC1(OC2=C(C(C1)=O)C=C(C=C2)C2=NC(=NO2)C=2C=NC=CC2)C